N[S] amino-sulfur